6-(2-methoxyethoxy)-3-(piperidin-4-yl)pyrazolo[1,5-a]pyridine COCCOC=1C=CC=2N(C1)N=CC2C2CCNCC2